C1CCC2=C(C=3CCCC3C=C12)NC(=O)N=S(=O)(NC(C1=CC=CC=C1)(C1=CC=CC=C1)C1=CC=CC=C1)C=1C=NN2C1OC(CC2)C N'-((1,2,3,5,6,7-hexahydro-s-indacen-4-yl)carbamoyl)-5-methyl-N-trityl-6,7-dihydro-5H-pyrazolo[5,1-b][1,3]oxazine-3-sulfonimidamide